cyclopropane-1,1-dicarboxylic acid (4-(7-benzyloxy-6-methoxy-quinolin-4-yloxy)-3-fluoro-phenyl)-amide (4-fluoro-phenyl)-amide FC1=CC=C(C=C1)NC(=O)C1(CC1)C(=O)NC1=CC(=C(C=C1)OC1=CC=NC2=CC(=C(C=C12)OC)OCC1=CC=CC=C1)F